BrC=1C(=NC=C(C1)C(F)(F)F)N1CCN(CC1)CC1=CC(=C(OC(C(=O)O)(C)C)C(=C1)C)C 2-(4-((4-(3-bromo-5-(trifluoromethyl)pyridin-2-yl)piperazin-1-yl)methyl)-2,6-dimethylphenoxy)-2-methylpropanoic acid